C(C)(C)(C)C=1C=C(C=CC1)NC1=NC(=CC=C1)C1=CN=C2N1C=CC(=C2)C=2C=NN(C2)C N-(3-(tert-butyl)phenyl)-6-(7-(1-methyl-1H-pyrazol-4-yl)imidazo[1,2-a]pyridin-3-yl)pyridin-2-amine